(3-amino-2,4-difluorophenyl)-[5-bromo-1-(2,6-dichlorobenzoyl)pyrrolo[2,3-b]pyridin-3-yl]methanone NC=1C(=C(C=CC1F)C(=O)C1=CN(C2=NC=C(C=C21)Br)C(C2=C(C=CC=C2Cl)Cl)=O)F